4'-Acetamidochalcone C(C)(=O)NC1=CC=C(C(/C=C/C2=CC=CC=C2)=O)C=C1